BrC=1C(=C2C3=C(NC2=C(C1)F)COCC3(C)C)F 6-Bromo-5,8-difluoro-4,4-dimethyl-1,3,4,9-tetrahydropyrano[3,4-b]indole